5-(chlorocarbonyl)hexahydropyrrolo[3,4-c]Pyrrole-2(1H)-carboxylic acid tert-butyl ester C(C)(C)(C)OC(=O)N1CC2CN(CC2C1)C(=O)Cl